coumaryl acetate CC(=O)OC/C=C/C1=CC=C(C=C1)O